C(C1=CC=CC=C1)N1C(N(C(C1=O)CCC(=O)NCCCC(=O)NO)CC1=CC=C(C=C1)Br)=O 4-(3-(1-benzyl-3-(4-bromobenzyl)-2,5-dioxoimidazolin-4-yl)propanamido)-N-hydroxybutyramide